2-fluoro-methyl-1H-inden FC=1C(C2=CC=CC=C2C1)C